OC(C)C=1C=CC=2N(C1)C=C(N2)CNC(=O)C=2N=C1N(C(C2)=O)C=CC=C1 N-{[6-(1-hydroxyethyl)imidazo[1,2-a]pyridin-2-yl]methyl}-4-oxo-4H-pyrido[1,2-a]pyrimidine-2-carboxamide